OC1C(NC2=CC=CC=C2C1=O)=O 3-hydroxy-2,4(1H,3H)-quinolinedione